(S)-quinuclidin-3-yl (2,2-dimethyl-5-(thiophen-3-yl)-2,3-dihydro-1H-inden-1-yl)carbamat CC1(C(C2=CC=C(C=C2C1)C1=CSC=C1)NC(O[C@@H]1CN2CCC1CC2)=O)C